CNC(C=CC1CCNCC1)=O N-methyl-3-(piperidin-4-yl)propenamide